ClC=1C=NC=C(C1C(C)OC=1C=C2C(=NNC2=CC1)C1=NC2=C(N1)CN(C2)C(=O)[C@H]2CNCC2)Cl (2-(5-(1-(3,5-Dichloropyridin-4-yl)ethoxy)-1H-indazol-3-yl)-4,6-dihydropyrrolo[3,4-d]imidazol-5(1H)-yl)((R)-pyrrolidin-3-yl)methanone